C(C)(C)N(C(C)C)CC=1C=C(C=CC1C1=CC(=NC=C1F)OC)O 3-((diisopropylamino)methyl)-4-(5-fluoro-2-methoxypyridin-4-yl)phenol